CN1CC=2C(C3=CC=CC(=C13)N)=NN(N2)C([2H])([2H])[2H] 5-methyl-2-(methyl-d3)-4,5-dihydro-2H-[1,2,3]triazolo[4,5-c]quinolin-6-amine